FC(S(=O)(=O)OC1=C(C(=C(C=C1)C=1C(=NN(C1)CCOC)Cl)F)F)(F)F [4-[3-chloro-1-(2-methoxyethyl) pyrazol-4-yl]-2,3-difluoro-phenyl] trifluoromethanesulfonate